N-(5-Chloro-6-(2H-1,2,3-triazol-2-yl)pyridin-3-yl)-8-cyclopropyl-2,2-dimethyl-2,3-dihydro-4H-pyrido[4,3-b][1,4]oxazine-4-carboxamide ClC=1C=C(C=NC1N1N=CC=N1)NC(=O)N1C2=C(OC(C1)(C)C)C(=CN=C2)C2CC2